C(C)(C)(C)OC(=O)N1CC2=C(CC1)N(N=C2)CC(C)(C)C 1-neopentyl-6,7-dihydro-1H-pyrazolo[4,3-c]pyridine-5(4H)-carboxylic acid tert-butyl ester